C[S+](C)CCC(=O)[O-] The molecule is a sulfonium betaine obtained by deprotonation of the carboxy group of 3-dimethylsulfoniopropionic acid. It has a role as an osmolyte and a marine metabolite.